2-(5-(6-fluoroquinolin-4-yl)thiophen-2-ylsulfanyl)-2-methylpropionic acid FC=1C=C2C(=CC=NC2=CC1)C1=CC=C(S1)SC(C(=O)O)(C)C